N-(2,4-Dimethoxybenzyl)-2,6-difluoro-4-((S)-3-(methyl((R)-1-methylpyrrolidin-3-yl)amino)-3-(3-(trifluoromethyl)phenethyl)piperidin-1-yl)-N-(pyrimidin-4-yl)-benzenesulfonamide COC1=C(CN(S(=O)(=O)C2=C(C=C(C=C2F)N2C[C@@](CCC2)(CCC2=CC(=CC=C2)C(F)(F)F)N([C@H]2CN(CC2)C)C)F)C2=NC=NC=C2)C=CC(=C1)OC